C1(CC1)S1C[C@H](CN2C(N=C(C3=CC(=CC1=C23)C(F)(F)F)N2C[C@@H](N[C@@H](C2)C)C)=O)C2=NC=CC=C2 (R)-l-1-cyclopropyl-8-((3S,5R)-3,5-dimethylpiperazin-1-yl)-3-(pyridin-2-yl)-10-(trifluoromethyl)-3,4-dihydro-2H,6H-[1,4]thiazepino[2,3,4-ij]quinazolin-6-one